C1=CC=C2C(=C1)C(=O)C(=O)N2CO 1-(hydroxymethyl)-indole-3-dione